4-(6-amino-chroman-2-carbonyl)piperazine-1-carboxylic acid tert-butyl ester C(C)(C)(C)OC(=O)N1CCN(CC1)C(=O)C1OC2=CC=C(C=C2CC1)N